(4-methylphenylsulfanylmethyl)-androsta-5-en-3beta-ol CC1=CC=C(C=C1)SCC[C@@]12CCC[C@H]1[C@@H]1CC=C3C[C@H](CC[C@]3(C)[C@H]1CC2)O